NC1=NC(=C(C(=C1C#N)C1=CC(=CC=C1)C1=NC=CC=C1F)C#N)N1CCCCC1 2-amino-4-(3-(3-fluoropyridin-2-yl)phenyl)-6-(piperidin-1-yl)pyridine-3,5-dicarbonitrile